N(=N\C1=CC=C(C#N)C=C1)/C1=CC=C(C#N)C=C1 (E)-4,4'-(diazene-1,2-diyl)dibenzonitrile